2-(4-octylphenoxy)tetrahydro-2H-pyran C(CCCCCCC)C1=CC=C(OC2OCCCC2)C=C1